[Na+].C(C1=CC=CC=C1)(C1=CC=CC=C1)N1[C@H]([C@@H]1C1COC1)C(=O)[O-] (2R,3S)-1-benzhydryl-3-(oxetan-3-yl)aziridine-2-carboxylic acid sodium salt